4-(2-(2-(2-(2-iodoethoxy)ethoxy)ethoxy)ethylthio)-1-oxoisoindolin ICCOCCOCCOCCSC1=C2CNC(C2=CC=C1)=O